1,3-bis(difluoromethyl)-6-nitro-1H-benzo[d]imidazol-2(3H)-one FC(N1C(N(C2=C1C=C(C=C2)[N+](=O)[O-])C(F)F)=O)F